COC(=O)C1=CC2=C(N1)C=C(S2)C2CCN(CC2)C(=O)OC(C)(C)C 2-(1-(tert-Butoxycarbonyl)piperidin-4-yl)-4H-thieno[3,2-b]pyrrole-5-carboxylic acid methyl ester